(2E,4E)-5-(3-fluoro-4-methoxyphenyl)-1-(piperidin-1-yl)-2,4-pentadien-1-one FC=1C=C(C=CC1OC)/C=C/C=C/C(=O)N1CCCCC1